FC1=CC=C(C=C1)N1C(C(CCC1)C(=O)N)=O 1-(4-fluorophenyl)-2-oxopiperidine-3-carboxamide